N1NC=CC2=C1N=CC2 dihydro-5H-pyrrolo[2,3-c]pyridazine